N-((1S)-(4,4-difluorocyclohexyl)(6-((2-oxopiperidin-3-yl)methyl)imidazo[1,2-b]pyridazin-2-yl)methyl)-1-ethyl-1H-pyrazole-5-carboxamide FC1(CCC(CC1)[C@H](NC(=O)C1=CC=NN1CC)C=1N=C2N(N=C(C=C2)CC2C(NCCC2)=O)C1)F